C(C)(CC)C(C(=O)[O-])C(CC)=O.C(C)(CC)C(C(=O)[O-])C(CC)=O.C(C)(CC)C(C(=O)[O-])C(CC)=O.[Fe+3] iron tris(sec-butyl propionylacetate)